(3AS,6S,6aS)-6-(8-chloro-3,4-dihydro-2H-benzo[b][1,4]oxazin-4-carbonyl)-2,2-dimethyl-5-(6-methyl-4-(trifluoromethyl)pyridin-2-yl)tetrahydro-4H-[1,3]dioxolo[4,5-c]pyrrol-4-one ClC1=CC=CC2=C1OCCN2C(=O)[C@H]2N(C([C@@H]1[C@H]2OC(O1)(C)C)=O)C1=NC(=CC(=C1)C(F)(F)F)C